CC1=CCC2(C(C1)C(C)C)CCCCC2O 3-methyl-5-prop-2-yl-spiro[5.5]undec-2-en-11-ol